N-(isopropoxycarbonyl)diisopropylamine C(C)(C)OC(=O)N(C(C)C)C(C)C